C(N)(=O)C1=C(C(=CC(=C1)Cl)Cl)NC(=O)C=1N(N=C(C1)OC)C1=NC=CC=C1Cl N-(2-carbamoyl-4,6-dichloro-phenyl)-2-(3-chloro-2-pyridyl)-5-methoxy-pyrazole-3-carboxamide